3-[(2-methoxyphenyl)methyl]-6-{[2-(1-methylpyrazol-4-yl)-4-pyridyl]oxy}quinazolin-4-one COC1=C(C=CC=C1)CN1C=NC2=CC=C(C=C2C1=O)OC1=CC(=NC=C1)C=1C=NN(C1)C